C(CC(O)(C(=O)OCCC(C)C)CC(=O)OCCC(C)C)(=O)OCCC(C)C Triisoamyl Citrate